(2S)-2-bromo-N-[5-(2,4-difluorophenoxy)pyrazin-2-yl]propanamide Br[C@H](C(=O)NC1=NC=C(N=C1)OC1=C(C=C(C=C1)F)F)C